ClC1=NN2C(C(=N1)NC=1N=CN(C1)C=1C=C(C(=C(C#N)C1)OC)OC)=CC=C2 5-(4-((2-chloropyrrolo[2,1-f][1,2,4]triazin-4-yl)amino)-1H-imidazol-1-yl)-2,3-dimethoxybenzonitrile